C(C)(C)C1=C(NC2=CC=C(C=C12)CCN1CCOCC1)C=1C=C(C(N(C1)C)=O)C 5-(3-isopropyl-5-(2-morpholinoethyl)-1H-indol-2-yl)-1,3-dimethylpyridin-2(1H)-one